N(=C=O)CC1(CC(CC(C1)(C)C)C)N=C=O isocyanatomethyl-3,5,5-trimethylcyclohexyl isocyanate